CS(=O)(=O)CCC1=CN=CC=2N=C(N=C(C21)N)C2=CC=NC=C2 (2-methylsulfonylethyl)-2-(pyridin-4-yl)pyrido[3,4-d]pyrimidin-4-amine